2-(but-3-en-2-yl)phenol CC(C=C)C1=C(C=CC=C1)O